4-amino-3'-(trifluoromethyl)-[1,1'-biphenyl]-3-ol NC1=C(C=C(C=C1)C1=CC(=CC=C1)C(F)(F)F)O